1-(6-(3-(Benzyloxy)-4-methoxyphenyl)-3-cyano-5-(4-cyano-3-fluorophenyl)pyridin-2-yl)piperidine C(C1=CC=CC=C1)OC=1C=C(C=CC1OC)C1=C(C=C(C(=N1)N1CCCCC1)C#N)C1=CC(=C(C=C1)C#N)F